(R)-3-(3-fluoro-4-(6-(2-cyclopropyl-2H-tetrazol-5-yl)pyridin-3-yl)phenyl)-5-(1-hydroxy-1-cyclopropylmethyl)oxazolidin-2-one phosphate P(=O)(O)(O)O.FC=1C=C(C=CC1C=1C=NC(=CC1)C=1N=NN(N1)C1CC1)N1C(O[C@H](C1)C(C1CC1)O)=O